ClC1=C(CN2C(C=3C=CC=NC3C2([2H])[2H])=O)C(=CC(=C1)C=1C2=CN(N=C2C=CC1)C)C1CC1 6-(2-chloro-6-cyclopropyl-4-(2-methyl-2H-indazol-4-yl)benzyl)-6,7-dihydro-5H-pyrrolo[3,4]pyridin-5-one-7,7-d2